CC1=C(C=CC(=C1)N=NC1=C(C=CC=C1)C)N=NC1=C(C=CC2=CC=CC=C12)O 1-[[2-methyl-4-[(2-methylphenyl)azo]phenyl]azo]-2-naphthol